4-amino-N-((6-bromo-3-pyridazinyl)methyl)-N-(2-propanyl)-1,3-dihydrofuro[3,4-c][1,7]naphthyridine-8-carboxamide NC1=NC=2C=NC(=CC2C2=C1COC2)C(=O)N(C(C)C)CC=2N=NC(=CC2)Br